OC=1C=C(C=CC1)CNC=1C(N(C(=NN1)C1=C(C=C(C=C1)C(F)(F)F)O)C)=O 6-[(3-Hydroxyphenyl)methylamino]-3-[2-hydroxy-4-(trifluoromethyl)-phenyl]-4-methyl-1,2,4-triazin-5-one